NCCCCCCCC(=O)NC1=CC=C(C=C1)NC(=O)NC(C1=CC=C(C=C1)C(C)(C)C)=O N-((4-(8-aminocaprylamido)phenyl)carbamoyl)-4-(tert-butyl)benzamide